1-(o-tolyl)ethane-1-one C1(=C(C=CC=C1)C(C)=O)C